14-Hydroxymorphine O[C@@]12C=C[C@@H]([C@H]3[C@]14C=1C(=C(C=CC1C[C@H]2N(C)CC4)O)O3)O